4-(2-chloro-9-methyl-8-(pyridin-4-yl)-9H-purin-6-yl)morpholine ClC1=NC(=C2N=C(N(C2=N1)C)C1=CC=NC=C1)N1CCOCC1